NC(CCCP(O)(O)=O)CCCCC 4-Amino-nonylphosphonic acid